C(C=C)(=O)N1C[C@H](C[C@@H]1COC)N1N=C(C(=C1NC)C(=O)N)C#CC1=CC2=C(N(C(=N2)C)C2CCC2)C=C1Cl 1-((3s,5r)-1-propenoyl-5-(methoxymethyl)pyrrolidin-3-yl)-3-((6-chloro-1-cyclobutyl-2-methyl-1H-benzo[d]imidazol-5-yl)ethynyl)-5-(methylamino)-1H-pyrazole-4-carboxamide